(dimethoxytriphenylmethyl-hydroxy)-propane lithium salt [Li].COC=1C(=C(C=CC1)C(C1=CC=CC=C1)(C1=CC=CC=C1)OCCC)OC